1-(2-hydroxyphenyl)-1-(4-hydroxyphenyl)nonadecane OC1=C(C=CC=C1)C(CCCCCCCCCCCCCCCCCC)C1=CC=C(C=C1)O